CN1C2N(C(CC1)=O)C(C(NC2)=O)C methyl-6-methyl-4,7-dioxohexahydro-2H-pyrazino[1,2-a]pyrimidine